5-(cyclopropylmethyl)-4-(6-cyclopropylpyridin-3-yl)-2-(2-methyl-2H-indazol-5-yl)-7-(methylsulfonyl)-2,5-dihydro-3H-pyrrolo[3,2-c]pyridazin-3-one C1(CC1)CN1C=C(C2=NN(C(C(=C21)C=2C=NC(=CC2)C2CC2)=O)C2=CC1=CN(N=C1C=C2)C)S(=O)(=O)C